[13C](\C=C\C(=O)O)(=O)O (1-13C)-fumaric acid